NC(C(=O)OC)C1CN(C1)C(=O)OC(C)(C)C tert-butyl 3-(1-amino-2-methoxy-2-oxo-ethyl)azetidine-1-carboxylate